FC(CSS[C@@H]([C@@](CN1N=CN=C1)(O)C1=C(C=C(C=C1)F)F)C)(C1=CC=CC=C1)F (2R,3R)-3-((2,2-difluoro-2-phenylethyl)disulfaneyl)-2-(2,4-difluorophenyl)-1-(1H-1,2,4-triazol-1-yl)butan-2-ol